5-Chloro-9-ethyl-6-fluoro-7-(4-methoxybenzyl)-2-methyl-2,9-dihydro-3H-pyridazino[3,4,5-de]quinazoline-3,8(7H)-dione ClC=1C=C2C=3C(N(C(N(C3C1F)CC1=CC=C(C=C1)OC)=O)CC)=NN(C2=O)C